Cl.FC=1C=C(C=CC1C)C1(CNCC1)C1=NC=NS1 5-(3-(3-fluoro-4-methylphenyl)pyrrolidine-3-yl)-1,2,4-thiadiazole hydrochloride